3-((4-(chloromethyl)-5-fluoropyridin-2-yl)amino)piperidine-2,6-dione ClCC1=CC(=NC=C1F)NC1C(NC(CC1)=O)=O